((2-(hydroxymethyl)phenyl)amino)-3-((7-methoxy-2-methyl-1,2,3,4-tetrahydroisoquinolin-6-yl)amino)-1,2,4-triazine-6-carboxamide OCC1=C(C=CC=C1)NC=1N=C(N=NC1C(=O)N)NC=1C=C2CCN(CC2=CC1OC)C